potassium methyl-n-octadecyldithiocarbamate CN(C([S-])=S)CCCCCCCCCCCCCCCCCC.[K+]